diethoxymethyl hydride C(C)OCOCC